(2S,4R)-1-[(2S)-2-(4-cyclopropyltriazol-1-yl)-3,3-dimethyl-butanoyl]-4-hydroxy-N-[2-[(4-methoxyphenyl)methylamino]-2-oxo-ethyl]pyrrolidine-2-carboxamide C1(CC1)C=1N=NN(C1)[C@H](C(=O)N1[C@@H](C[C@H](C1)O)C(=O)NCC(=O)NCC1=CC=C(C=C1)OC)C(C)(C)C